rel-(3aS,6aR)-2-methyl-3aH,4H,5H,6aH-cyclopenta[d][1,3]oxazole CC=1O[C@H]2[C@@H](N1)CCC2 |o1:3,4|